2,4'-dimethyl-benzophenone CC1=C(C(=O)C2=CC=C(C=C2)C)C=CC=C1